(S)-quinuclidin-3-yl (7-(3-fluoro-4-morpholinophenyl)chroman-4-yl)carbamate FC=1C=C(C=CC1N1CCOCC1)C1=CC=C2C(CCOC2=C1)NC(O[C@@H]1CN2CCC1CC2)=O